ClC1=C(C(=CC=C1Cl)O)C1CC(N(C1)CCS(=O)(=O)N)=O 2-(4-(2,3-Dichloro-6-hydroxyphenyl)-2-oxopyrrolidin-1-yl)ethane-1-sulfonamide